C(C(=C)C)(=O)OCCC[Si](OCC)(OCC)C γ-methacryLoxypropylmethyldiethoxysilane